Isothiazole-4-carboxylic acid [(2R)-3-(1-ethyl-8-oxo-spiro[6,7-dihydro-4H-pyrazolo[3,4-c]azepin-5,4'-tetrahydropyran]-3-yl)-2-methyl-propyl] ester C(C)N1N=C(C2=C1C(NCC1(CCOCC1)C2)=O)C[C@H](COC(=O)C=2C=NSC2)C